CC1=CC=CC=2C(=NOC21)C(C)(C)NC(C[C@@H]2N(CCC2)C)=O (R)-N-(2-(7-methylbenzo[d]isoxazol-3-yl)propan-2-yl)-2-(1-methylpyrrolidin-2-yl)acetamide